C1N(CC2C1CCC2)C=2C=C(N=NC2C)C=2C(NC(NC2)=O)=O 5-(5-(hexahydrocyclopenta[c]pyrrol-2(1H)-yl)-6-methylpyridazin-3-yl)pyrimidine-2,4(1H,3H)-dione